C(CCCCCCCCCCCCCCCCO)O heptadecane-1,17-diol